2,3-bis(tetradecyl-oxy)propan-1-ol C(CCCCCCCCCCCCC)OC(CO)COCCCCCCCCCCCCCC